C(C)(C)(C)[SiH2]OC(C1=CC=C(C=C1)N)(C)C 4-(tert-butyl-dimethyl-silanyloxymethyl)-phenylamine